[Si](C)(C)(C(C)(C)C)OCC1=C(N=NN1C1=CC=C(C=C1)C(F)F)C(=O)OC methyl 5-(((tert-butyldimethylsilyl) oxy) methyl)-1-(4-(difluoromethyl) phenyl)-1H-1,2,3-triazole-4-carboxylate